ClC=1N=C(N2C1C(=CC(=C2)S(=O)(=O)NC2(COC2)C)N2C[C@H](NCC2)COC)C=2SC(=NN2)C(F)F (S)-1-chloro-3-(5-(difluoromethyl)-1,3,4-thiadiazol-2-yl)-8-(3-(methoxymethyl)piperazin-1-yl)-N-(3-methyloxetane-3-yl)imidazo[1,5-a]pyridine-6-sulfonamide